2-chlorophenyl-5-(4-hydroxyphenyl)-6-(4-(6-selenocyanohexanamido) phenyl)-7-oxabicyclo[2.2.1]hept-5-ene-2-sulfonate ClC1=C(C=CC=C1)OS(=O)(=O)C1C2C(=C(C(C1)O2)C2=CC=C(C=C2)O)C2=CC=C(C=C2)NC(CCCCC[Se]C#N)=O